3-[(S)-1-(dimethylamino)ethyl]phenyl-N-ethyl-carbamic acid bitartrate OC(=O)C(O)C(O)C(=O)O.CN([C@@H](C)C=1C=C(C=CC1)N(C(O)=O)CC)C